(S)-2,3-dimethyl-4-(methyl-(pyrrolidin-3-yl)amino)-1H-indole-7-carboxamide CC=1NC2=C(C=CC(=C2C1C)N([C@@H]1CNCC1)C)C(=O)N